(R)-(-)-Pyrrol N1C=CC=C1